tert-butyl 2-(4-(4-(1H-imidazol-2-yl)piperidine-1-carbonyl)phenyl)-1H-indole-1-carboxylate N1C(=NC=C1)C1CCN(CC1)C(=O)C1=CC=C(C=C1)C=1N(C2=CC=CC=C2C1)C(=O)OC(C)(C)C